rac-tert-butyl [(4-ethoxy-6,7-dihydro-5H-cyclopenta[b]pyridin-7-yl)methyl]carbamate C(C)OC1=C2C(=NC=C1)[C@H](CC2)CNC(OC(C)(C)C)=O |r|